ClC1=C(NC(C(=O)OCC)P(=O)(OCC)OCC)C=CC=C1 ethyl 2-(2-chloroanilino)-2-diethoxyphosphoryl-acetate